S1C=NC(=C1)NS(=O)(=O)C1=NC=CC(=C1)C(F)(F)F N-(thiazol-4-yl)-4-(trifluoromethyl)pyridine-2-sulfonamide